N1(C=NC=C1)C1=NC=CC(=N1)N1CCN(CC1)C(=O)OC(C)(C)C tert-Butyl 4-(2-(1H-imidazol-1-yl)pyrimidin-4-yl)piperazine-1-carboxylate